OC(C(=O)O[C@H](CNCC1=CC=C(C=C1)OC)C)(C)CC1=CC(=CC=C1)C1=CC=C(C=C1)N1CCOCC1 (S)-1-((4-methoxybenzyl)amino)propan-2-ol 2-hydroxy-3-[4-(morpholin-4-yl)phenyl]Benzyl-propionate